(1S,2S)-2-fluoro-N-(7-{6-[(1S)-1-hydroxypropyl]-4-methylpyridin-3-yl}-2,6-naphthyridin-3-yl)cyclopropane-1-carboxamide F[C@@H]1[C@@H](C1)C(=O)NC=1N=CC2=CC(=NC=C2C1)C=1C=NC(=CC1C)[C@H](CC)O